tetrakis(iso-decyl)iso-propylidenediphenol diphosphite OP(O)OP(O)O.C(CCCCCCC(C)C)C1=C(C(=C(C(=C1O)C(C)(C)C1=C(C=CC=C1)O)CCCCCCCC(C)C)CCCCCCCC(C)C)CCCCCCCC(C)C